C1CC12CCC1(CCCC1)CC2 dispiro[2.2.4.2]Dodecane